5,5'-(((1-phenylethane-1,1-diyl)bis(oxy))bis(methylene))bis(bicyclo[2.2.1]hept-2-ene) C1(=CC=CC=C1)C(C)(OCC1C2C=CC(C1)C2)OCC2C1C=CC(C2)C1